8-((3-bromo-2,6-dimethoxybenzyl)sulfonyl)-1,3,7-trimethyl-1H-purine-2,6(3H,7H)-dione BrC=1C(=C(CS(=O)(=O)C2=NC=3N(C(N(C(C3N2C)=O)C)=O)C)C(=CC1)OC)OC